CN(CCCOC1=NC=C(C=C1NS(=O)(=O)C)C1=CC=2C3=C(C=NC2C=C1)N(C(C31CC(C1)F)=O)C)C N-(2-(3-(Dimethylamino)propoxy)-5-(3-fluoro-3'-methyl-2'-oxo-2',3'-dihydrospiro[cyclobutane-1,1'-pyrrolo[2,3-c]quinolin]-8'-yl)pyridin-3-yl)methanesulfonamide